5-bromo-1-isopropyl-4-oxo-1,4-dihydropyridine-3-carboxylic acid BrC=1C(C(=CN(C1)C(C)C)C(=O)O)=O